Butyl (4-bromobenzyl)(2-(isoquinoline-5-sulfonamido)ethyl)carbamate BrC1=CC=C(CN(C(OCCCC)=O)CCNS(=O)(=O)C=2C=3C=CN=CC3C=CC2)C=C1